tert-butyl 5-(bromomethyl)-2-methylpiperidine-1-carboxylate BrCC1CCC(N(C1)C(=O)OC(C)(C)C)C